2-(((1-(8-fluoro-3-(trifluoromethyl)-6,7,8,9-tetrahydropyrido[3,2-b]indolizin-7-yl)-2-oxopyrrolidin-3-yl)oxy)methyl)azetidin FC1CN2C3=C(C=C2CC1N1C(C(CC1)OCC1NCC1)=O)C=C(C=N3)C(F)(F)F